BrC1=CC(=C(C=C1)CO)SC=C (4-bromo-2-(vinylthio)phenyl)methanol